FC=1C2=C(C=NC1C)CC(C2)C=O 4-fluoro-3-methyl-6,7-dihydro-5H-cyclopenta[c]pyridine-6-carbaldehyde